O[C@H]1[C@@H]([C@@H]2[C@@H](OC[C@H](CC2)CCCC(=O)O)C1)CC[C@H](COC1=CC=CC=C1)O 4-{(3S,5aR,6R,7R,8aS)-7-hydroxy-6-[(3R)-3-hydroxy-4-phenoxybutyl]octahydro-2H-cyclopenta[b]oxepin-3-yl}butanoic acid